3-(4-(3-(1-(5-ethylpyrimidine-2-yl)piperidine-4-yl)propoxy)-2,6-difluorophenyl)-5-propyl-1,2,4-oxadiazole C(C)C=1C=NC(=NC1)N1CCC(CC1)CCCOC1=CC(=C(C(=C1)F)C1=NOC(=N1)CCC)F